monofluoro-di(tertiary butyl)triphenylsulfonium FC1=C(C(=C(C=C1)[S+](C1=CC=CC=C1)C1=CC=CC=C1)C(C)(C)C)C(C)(C)C